N-[3-Chloro-4-[[1-[(2S,4R)-4-hydroxypyrrolidin-2-carbonyl]-4-piperidyl]carbamoyl]phenyl]-5-(2,3-difluoro-4-methoxyphenyl)-1-methylimidazol-2-carboxamid ClC=1C=C(C=CC1C(NC1CCN(CC1)C(=O)[C@H]1NC[C@@H](C1)O)=O)NC(=O)C=1N(C(=CN1)C1=C(C(=C(C=C1)OC)F)F)C